(Z)-1-(3-(5-(diethylamino)-2-isopropylphenyl)-4-oxothiazolidin-2-ylidene)-3-(2-methyl-4-(1-(4-(trifluoromethoxy)phenyl)-1H-1,2,4-triazol-3-yl)phenyl)urea C(C)N(C=1C=CC(=C(C1)N1/C(/SCC1=O)=N/C(=O)NC1=C(C=C(C=C1)C1=NN(C=N1)C1=CC=C(C=C1)OC(F)(F)F)C)C(C)C)CC